N-(4-cyano-2-fluoro-phenyl)-5-cyclopentyl-1H-pyrrole-3-sulfonamide C(#N)C1=CC(=C(C=C1)NS(=O)(=O)C1=CNC(=C1)C1CCCC1)F